5-(4-fluoro-6,6a-dihydro-1aH-cyclopropa[1,2-a]inden-1a-yl)-1H-imidazole FC1=CC=2CC3C(C2C=C1)(C3)C3=CN=CN3